N-(3-(3-cyclopropylmorpholino)phenyl)-4-fluoro-7-methyl-1H-indole C1(CC1)C1COCCN1C=1C=C(C=CC1)N1C=CC2=C(C=CC(=C12)C)F